4-(2-fluoro-4-sulfamoylphenyl)sulfinylpiperidine-1-carboxylic acid tert-butyl ester C(C)(C)(C)OC(=O)N1CCC(CC1)S(=O)C1=C(C=C(C=C1)S(N)(=O)=O)F